C1(=CC=CC=2OC3=CC=CC=C3CC12)C(C#N)C#N xanthene-malononitrile